C1(=CC=CC=C1)N1N=CC(=C1C)C(=O)NN=CC=1OC=CC1 1-phenyl-5-methyl-N'-(1-(2-furyl)methylene)-1H-pyrazole-4-formhydrazide